2-((1H-benzo[d][1,2,3]triazol-5-yl)methyl)-3-((4-chloro-1-ethyl-1H-pyrazol-3-yl)methyl)isoindolin-1-one N1N=NC2=C1C=CC(=C2)CN2C(C1=CC=CC=C1C2CC2=NN(C=C2Cl)CC)=O